N-[2'-[dodecanoyloxy]phenyl]urea C(CCCCCCCCCCC)(=O)OC1=C(C=CC=C1)NC(=O)N